C(C)(C)C1=CC(=C(C=C1)C1=C(C(=CC(=C1)C)C12CC3(CC(CC(C1)(C3)C)(C2)C)C)OCOC)B2OC(C(O2)(C)C)(C)C 2-(4-isopropyl-2'-(methoxymethoxy)-5'-methyl-3'-((3r,5r,7r)-3,5,7-trimethyladamantan-1-yl)-[1,1'-biphenyl]-2-yl)-4,4,5,5-tetramethyl-1,3,2-dioxaborolane